OC1=CC=C(CN2N(C3=CC=CC=C3C2=O)C)C=C1 2-(4-hydroxybenzyl)-1-methyl-1,2-dihydro-3H-indazol-3-one